3-(5-(4-(4-((3-((2,6-dimethylphenyl)amino)-1-methyl-1H-pyrazolo[3,4-d]pyrimidin-6-yl)amino)phenyl)piperidine-1-carbonyl)-1-oxoisoindolin-2-yl)piperidine-2,6-dione CC1=C(C(=CC=C1)C)NC1=NN(C2=NC(=NC=C21)NC2=CC=C(C=C2)C2CCN(CC2)C(=O)C=2C=C1CN(C(C1=CC2)=O)C2C(NC(CC2)=O)=O)C